ClC1=C(OCC2COC2)C=CC(=C1)[N+](=O)[O-] 3-[(2-chloro-4-nitro-phenoxy)methyl]oxetane